NC1=CC=C(N=N1)C=1CCN(C(C1)C)C(=O)[O-] 4-(6-aminopyridazin-3-yl)-6-methyl-3,6-dihydropyridine-1(2H)-carboxylate